CCCCCCCCCCCC(=O)O[C@H](COC(=O)CCCCCC/C=C\C/C=C\C/C=C\CCCCC)COP(=O)([O-])OCC[N+](C)(C)C 1-(8Z,11Z,14Z-eicosatrienoyl)-2-dodecanoyl-glycero-3-phosphocholine